C1(CC1)C=1C(=NSC1C(=O)NC1=CC(=NC=C1)C(F)(F)F)C=1C=NN(C1)C 4-CYCLOPROPYL-3-(1-METHYL-1H-PYRAZOL-4-YL)-N-(2-(TRIFLUOROMETHYL)PYRIDIN-4-YL)ISOTHIAZOLE-5-CARBOXAMIDE